ClC1=C(C=CC=C1)N1C=2N(C3=C(C1=O)C=NC(=N3)NC3=CC=C(C=C3)NC(C)=O)C=CN2 N-(4-{[6-(2-chlorophenyl)-5-oxo-5,6-dihydroimidazo[1,2-a]pyrimido[5,4-e]pyrimidin-2-yl]amino}phenyl)acetamide